CS(=O)(=O)C1=CC=C(C=C1)CC(=O)NC1=CC(=C(C=C1)C1=C(C=CC=C1)OC(F)(F)F)C(F)(F)F 2-(4-(methylsulfonyl)phenyl)-N-(2'-(trifluoromethoxy)-2-(trifluoromethyl)-[1,1'-biphenyl]-4-yl)acetamide